(S)-N-(1-(2-(6-(3-(Difluoromethyl)-4-fluorophenyl)-3-fluoro-1H-pyrazolo[4,3-b]pyridin-1-yl)acetyl)pyrrolidin-3-yl)acetamide FC(C=1C=C(C=CC1F)C=1C=C2C(=NC1)C(=NN2CC(=O)N2C[C@H](CC2)NC(C)=O)F)F